3-(((3-((tert-butoxycarbonyl)amino)propyl)amino)methyl)azetidine-1-carboxylic acid tert-butyl ester C(C)(C)(C)OC(=O)N1CC(C1)CNCCCNC(=O)OC(C)(C)C